3-(3-fluoro-5-(3-(piperidine-1-carbonyl)pyrazolo[1,5-a]pyridin-7-yl)pyridin-2-yl)oxazolidin-2-one FC=1C(=NC=C(C1)C1=CC=CC=2N1N=CC2C(=O)N2CCCCC2)N2C(OCC2)=O